COC1=C(C=C(C=C1)C1=CC(=C(C=C1)OC)C(=O)O)C(=O)O 4,4'-dimethoxy-3,3'-dicarboxybiphenyl